N[C@@]1(CN(CCC1)C1=CC(=NC=C1C=1C=NN(C1)C1CCOCC1)NC1=CC=C2C(=N1)N(N=C2)C(C)C)C (S)-N-(4-(3-amino-3-methylpiperidin-1-yl)-5-(1-(tetrahydro-2H-pyran-4-yl)-1H-pyrazol-4-yl)pyridin-2-yl)-1-isopropyl-1H-pyrazolo[3,4-b]pyridin-6-amine